ClC1=C(C=CC=C1)NNC(CC1NC(C(C1=O)=C(C)NNC1=CC=C(C=C1)C)=O)=O N'-(2-chlorophenyl)-2-(4-(1-(2-(4-methylphenyl)hydrazino)ethylidene)-3,5-dioxopyrrolidin-2-yl)acethydrazide